4-Ethylbenzoic acid-phenylhydrazide C1(=CC=CC=C1)N(N)C(C1=CC=C(C=C1)CC)=O